10,11-dioctyl-eicosanic acid ammonium [NH4+].C(CCCCCCC)C(CCCCCCCCC(=O)O)C(CCCCCCCCC)CCCCCCCC